tert-butyl (4-((2-bromo-4-cyano-5-fluorophenyl)ethynyl)phenyl)carbamate BrC1=C(C=C(C(=C1)C#N)F)C#CC1=CC=C(C=C1)NC(OC(C)(C)C)=O